4-(3-methylbutanoyl)-N-(pyrrolidin-3-ylmethyl)-3,4-Dihydroquinoxaline-1(2H)-carboxamide CC(CC(=O)N1CCN(C2=CC=CC=C12)C(=O)NCC1CNCC1)C